(R)-3-(benzyloxy)-2-hydroxypropanoic acid C(C1=CC=CC=C1)OC[C@H](C(=O)O)O